(S)-(4-(5-fluoro-2-(morpholin-2-yl)-1H-pyrrolo[2,3-b]pyridin-4-yl)piperidin-1-yl)(4-(trifluoromethoxy)phenyl)methanone FC=1C(=C2C(=NC1)NC(=C2)[C@@H]2CNCCO2)C2CCN(CC2)C(=O)C2=CC=C(C=C2)OC(F)(F)F